ClC=1C(=C(C2=CC=CC=C2C1)B(O)O)O (3-chloro-2-hydroxynaphthalen-1-yl)boronic acid